5-((9-((2R,3S,4R,5R)-3-acetoxy-5-(acetoxymethyl)-4-fluorotetrahydrofuran-2-yl)-2-amino-8-oxo-8,9-dihydro-7H-purin-7-yl)methyl)thiophen C(C)(=O)O[C@H]1[C@@H](O[C@@H]([C@H]1F)COC(C)=O)N1C2=NC(=NC=C2N(C1=O)CC1=CC=CS1)N